N1N=CC2=CC=C(C=C12)OC1CCCC=2C=C(C=NC12)C#N 8-((1H-indazol-6-yl)oxy)-5,6,7,8-tetrahydroquinoline-3-carbonitrile